ClC1=NC=C(C(=N1)NC)C(=O)O 2-Chloro-4-(methylamino)pyrimidine-5-carboxylic acid